NC=1C(NC=NC1N)=O 5,6-diaminopyrimidin-4(3H)-one